1,2-diisopropyldisulfane C(C)(C)SSC(C)C